FC=1C(=NC=NC1)N 5-fluoro-4-aminopyrimidine